Cl.C(CCCCCCCCC)C1=CC=C(C=C1)C1=NOC(=N1)[C@H](CCCCN)N (s)-1-(3-(4-decylphenyl)-1,2,4-oxadiazol-5-yl)pentane-1,5-diamine hydrochloride